OCCCCC=1C(=C(C2=CC3=CC4=CC=CC=C4C=C3C=C2C1)C#N)C=1NN=CC1 3-(4-hydroxybutyl)-2-(2H-pyrazol-3-yl)-1-naphthacenecarbonitrile